L-N-methyl-tryptophan CN[C@@H](CC1=CNC2=CC=CC=C12)C(=O)O